(R)-2-Ethyl-4-(5-((2,4-dioxo-3,4-dihydroquinazolin-1(2H)-yl)methyl)-2-fluorobenzoyl)piperazine-1-carboxylic acid tert-butyl ester C(C)(C)(C)OC(=O)N1[C@@H](CN(CC1)C(C1=C(C=CC(=C1)CN1C(NC(C2=CC=CC=C12)=O)=O)F)=O)CC